1-[2-(Guanidino)ethyl]-4-(phenoxymethyl)-1H-1,2,3-triazole N(C(=N)N)CCN1N=NC(=C1)COC1=CC=CC=C1